Ethyl-5-((9-((2R,3R,5S)-3-acetoxy-5-(acetoxymethyl)tetrahydrofuran-2-yl)-2-amino-8-oxo-8,9-dihydro-7H-purin-7-yl)methyl)thiophen-3-carboxylat C(C)OC(=O)C1=CSC(=C1)CN1C(N(C2=NC(=NC=C12)N)[C@@H]1O[C@@H](C[C@H]1OC(C)=O)COC(C)=O)=O